CC1=CC=CC(=N1)C1=NC=CC(=N1)NC1=NC(=NC=C1)NC1=CC=C(C=C1)NS(=O)(=O)C1=CC=C(C(=O)N)C=C1 4-[[4-[[4-[[2-(6-methyl-2-pyridyl)pyrimidin-4-yl]amino]pyrimidin-2-yl]amino]phenyl]sulfamoyl]benzamide